6-bromo-N-(2-((1S,3S,5S)-3-cyano-2-azabicyclo[3.1.0]hexan-2-yl)-2-oxoethyl)quinoline-4-carboxamide BrC=1C=C2C(=CC=NC2=CC1)C(=O)NCC(=O)N1[C@H]2C[C@H]2C[C@H]1C#N